FC(C1=CC=C(OCCC2=NC(=C3N=CNC3=N2)N)C=C1)(F)F (2-(4-(trifluoromethyl)phenoxy)ethyl)-9H-purin-6-amine